imidazolyl-triazene N1C(=NC=C1)N=NN